C(C)(=O)OC1C([C@@]2([C@H](CC[C@H]2[C@@H]2CC[C@@H]3C[C@@H](CC[C@@]3([C@@H]12)C)O)[C@@H](CCC(=O)O)C)C)OC(C)=O (4R)-4-[(3R,5R,8S,9S,10S,13R,14S,17R)-11,12-diacetoxy-3-hydroxy-10,13-dimethyl-2,3,4,5,6,7,8,9,11,12,14,15,16,17-tetradecahydro-1H-cyclopenta[a]phenanthren-17-yl]pentanoic acid